3,6,9-Trioxadecanoic acid (1R,2S,5R)-3-menthyl ester [C@@H]1(CC(C(CC1)C(C)C)OC(COCCOCCOC)=O)C